(R)-2-(4-amino-3-isopropoxy-1H-pyrazol-1-yl)propanenitrile NC=1C(=NN(C1)[C@@H](C#N)C)OC(C)C